2-(2,6-dioxo-3-piperidyl)-5-(8-hydroxyoctyl)isoindoline-1,3-dione O=C1NC(CCC1N1C(C2=CC=C(C=C2C1=O)CCCCCCCCO)=O)=O